8-methyl-2-[(2R)-tetrahydrofuran-2-ylmethyl]-4,5-dihydro-2H-furo[2,3-g]indazole-7-carboxylic acid CC1=C(OC=2CCC3=CN(N=C3C21)C[C@@H]2OCCC2)C(=O)O